C(C)(C)(C)C=1C=C(C=C(C1O)C(C)(C)C)CCC(=O)O.C(C)(C)(C)C=1C=C(C=C(C1O)C(C)(C)C)CCC(=O)O.S(C=C)C=C 2,2'-thiodiethylene bis[3-(3,5-di-tert-butyl 4-hydroxy-phenyl)propionate]